4-(1-(2-Chloro-3-(1-(dimethyl-amino)ethyl)phenyl)-1H-imidazol-4-yl)-N-(1-(methylsulfonyl)piperidin-4-yl)-5-(trifluoro-methyl)pyrimidin-2-amine ClC1=C(C=CC=C1C(C)N(C)C)N1C=NC(=C1)C1=NC(=NC=C1C(F)(F)F)NC1CCN(CC1)S(=O)(=O)C